ethyl α-dimethylethoxysilylpropionate C[Si](C(C(=O)OCC)C)(OCC)C